1,2,4,4-tetrafluoro-1-trifluoromethylcyclobutane FC1(C(CC1(F)F)F)C(F)(F)F